NC1=NC=CC=C1C1=NC=2C(=NC(=CC2)C2=CC=CC=C2)N1C1=CC=C(C=C1)C1CN(C1)C[C@@H]1CC[C@H](CC1)C(=O)OC trans-methyl 4-[[3-[4-[2-(2-amino-3-pyridyl)-5-phenyl-imidazo[4,5-b]pyridin-3-yl]phenyl]azetidin-1-yl]methyl]cyclohexanecarboxylate